2-oxoimidazolidine-4-carboxylic acid lithium [Li].O=C1NCC(N1)C(=O)O